COC1=C(COC2=C(SC=C2)C(=O)NC=2C=NC=CC2)C=CC=C1 3-(2-methoxybenzyloxy)-N-(pyridin-3-yl)thiophene-2-carboxamide